4-(Benzyloxy)-5-fluoro-6-methylpyrimidine-2-carboxylic acid methyl ester COC(=O)C1=NC(=C(C(=N1)OCC1=CC=CC=C1)F)C